1,4,7-triazacyclononaneN methyl-6-(bis(2-((2,3-dihydro-1H-inden-1-yl)amino)-2-oxoethyl)amino)-hexanoate COC(CCCCCN(CC(NC1CCC2=CC=CC=C12)=O)CC(=O)NC1CCC2=CC=CC=C12)=O.N1=CCNCCNCC1